CN(C1=CC=C(CN2C[C@H]3[C@@]4(NC([C@@H]([C@H]([C@@H]42)CC(C)C)C3)=O)C(=O)NCC3=CC(=CC=C3)O)C=C1)C |o1:9,10,13,14,15| (3S*,3aS*,6R*,7R*,7aS*)-1-(4-(dimethylamino)benzyl)-N-(3-hydroxybenzyl)-7-isobutyl-5-oxooctahydro-3aH-3,6-methanopyrrolo[3,2-b]pyridine-3a-carboxamide